C(C)(C)(C)OC(=O)N[C@@H](CC=1C=C(C=CC1)C(CCC(=O)OC(C)(C)C)=C)C(N1CCCCC1)=O tert-butyl (S)-4-(3-(2-((tert-butoxycarbonyl)amino)-3-oxo-3-(piperidin-1-yl)propyl)phenyl)pent-4-enoate